C1(=CC=CC2=CC=CC=C12)C(C(=O)OC)N1CCC(CC1)N(S(=O)(=O)C)CC(NCC(NCC#C)=O)=O methyl 2-(naphthalen-1-yl)-2-(4-(N-(2-oxo-2-((2-oxo-2-(prop-2-yn-1-ylamino)ethyl)amino)ethyl)methylsulfonamido)piperidin-1-yl)acetate